5-fluoro-3-hydroxy-3-(trifluoromethyl)indoline-1-carboxamide FC=1C=C2C(CN(C2=CC1)C(=O)N)(C(F)(F)F)O